(7-chloro-6-hydroxy-10-phenyl-[1,2,4]triazolo[5,1-a]isoquinoline-5-carbonyl)glycine ClC1=C2C(=C(N3C(C2=C(C=C1)C1=CC=CC=C1)=NC=N3)C(=O)NCC(=O)O)O